C1(CCCCC1)N1N=CC2=C1N=C(NC2=O)COC2=CC=CC=C2 1-Cyclohexyl-6-(phenoxymethyl)-1H-pyrazolo[3,4-d]pyrimidin-4(5H)-one